6-(6-chloro-2,5-dimethylpyrimidin-4-yl)-N-(1-methyl-1H-pyrazol-5-yl)-5,6,7,8-tetrahydro-1,6-naphthyridin-3-amine ClC1=C(C(=NC(=N1)C)N1CC=2C=C(C=NC2CC1)NC1=CC=NN1C)C